F[C@]1(CN(CC[C@H]1O)C1=NC=CC(=N1)NC=1N=CC2=C(C=CC(=C2C1)[C@@H](CO)C)N1[C@H]([C@@H](C1)CS(=O)(=O)C)C)C (3S,4R)-3-fluoro-1-[4-({5-[(2S)-1-hydroxypropan-2-yl]-8-[(2S,3R)-3-(methanesulfonylmeth-yl)-2-methylazetidin-1-yl]isoquinolin-3-yl}amino)pyrimidin-2-yl]-3-methylpiperidin-4-ol